ClC1=CC=C(C=C1)C(CN)C 2-(4-chlorophenyl)propyl-amine